CNC1CCN(CC1)C=1C=CC(=NC1)NC=1C=CC(=C2CNC(C12)=O)C1=CN=C2N1C=CC(=C2)C 7-[[5-[4-(methylamino)-1-piperidyl]-2-pyridyl]amino]-4-(7-methylimidazo[1,2-a]pyridin-3-yl)isoindolin-1-one